2,6-diisopropyl-4-(benzhydryl)-2'-iodobiphenyl C(C)(C)C1=C(C(=CC(=C1)C(C1=CC=CC=C1)C1=CC=CC=C1)C(C)C)C1=C(C=CC=C1)I